C1CCC2CC3CC=CC12C3 hexahydro-1H-5,8a-methanoazulene